ClC=1C(=C2C=NNC2=CC1C)C=1C(=NN(C1C)C1CC2(CN(C2)C(C=C)=O)C1)C=1C=C2C=NN(C2=CC1)C (S)-1-(6-(4-(5-chloro-6-methyl-1H-indazol-4-yl)-5-methyl-3-(1-methyl-1H-indazol-5-yl)-1H-pyrazol-1-yl)-2-azaspiro[3.3]Hept-2-yl)prop-2-en-1-one